N-[(1R)-1-(2,4-dichlorophenyl)ethyl]-2-methyl-5-[4-(piperidin-3-yl)piperazin-1-yl]pyrazolo[4,3-d]pyrimidin-7-amine hydrochloride Cl.ClC1=C(C=CC(=C1)Cl)[C@@H](C)NC=1C=2C(N=C(N1)N1CCN(CC1)C1CNCCC1)=CN(N2)C